O=C1N[C@H]2[C@@H](OC1)CCN(C2)C(=O)N2CCC(CC2)C(C=2C=C(OCCNC(OC(C)(C)C)=O)C=CC2)C2=CC=CC=C2 tert-butyl (2-(3-((1-((4aR,8aS)-3-oxooctahydro-2H-pyrido[4,3-b][1,4]oxazine-6-carbonyl)piperidin-4-yl)(phenyl)methyl)phenoxy)ethyl)carbamate